(1R,4R)-4-((2-(tert-butylamino)-5-nitropyrimidin-4-yl)amino)cyclohexane-1-carboxamide C(C)(C)(C)NC1=NC=C(C(=N1)NC1CCC(CC1)C(=O)N)[N+](=O)[O-]